ClC=1C=CC(=NC1)C1(OC2=C(O1)C=CC=C2N2CCNCC2)C 4-(2-(5-chloropyridin-2-yl)-2-methylbenzo[d][1,3]dioxol-4-yl)piperazine